C(CCC)(=S)S dithiobutyric acid